dibromodimethyl-tetraethylene glycol tellurium [Te].BrC(COCCOCCOCC(C)(C)O)(Br)O